3-(4-methylpyridin-3-yl)-5-(trifluoromethyl)phenol CC1=C(C=NC=C1)C=1C=C(C=C(C1)C(F)(F)F)O